NC=1C2=C(N=CN1)C(=C(N2C2=CC(=C(C=C2)OC2=NC=CC(=N2)C)F)C2=CC=C(CC2)NC(C=CCN(C)C)=O)C N-[4-(4-amino-5-{3-fluoro-4-[(4-methylpyrimidin-2-yl)oxy]phenyl}-7-methyl-5H-pyrrolo[3,2-d]pyrimidin-6-yl)cyclohexen-3-en-1-yl]-4-(dimethylamino)but-2-enamide